CC1=NOC(=C1C1=CC=C(C=C1)C(CC(=O)O)C#CC)C 3-(4-(3,5-dimethylisoxazol-4-yl)phenyl)hex-4-ynoic acid